FC1(CCN(CC1)C=1N(C=C(N1)C=1N=NN(C1)C1=C(C=C(C=C1)NS(=O)(=O)CCO)N1CCC2(CC2)CC1)C)F N-(4-(4-(2-(4,4-difluoropiperidin-1-yl)-1-methyl-1H-imidazol-4-yl)-1H-1,2,3-triazol-1-yl)-3-(6-azaspiro[2.5]octan-6-yl)phenyl)-2-hydroxyethane-1-sulfonamide